4-(2-(butylamino)-1-hydroxyethyl)phenol C(CCC)NCC(O)C1=CC=C(C=C1)O